N[C@H]1CN(CC1)C[C@@H]1O[C@@H](CN(C1)C1=C2C=CC=NC2=C(C=C1)C#N)C 5-((2s,6R)-2-(((R)-3-aminopyrrolidin-1-yl)methyl)-6-methylmorpholino)quinoline-8-carbonitrile